2-[5-(1H-imidazol-1-ylmethyl)pyridin-3-yl]-1-[2-(tert-butyldiphenylsilyloxy)ethyl]-5-fluoro-1H-benzo[d]imidazole-6-carbonitrile N1(C=NC=C1)CC=1C=C(C=NC1)C1=NC2=C(N1CCO[Si](C1=CC=CC=C1)(C1=CC=CC=C1)C(C)(C)C)C=C(C(=C2)F)C#N